NC1=C(C(=O)O)C(=CC(=C1)F)F 2-Amino-4,6-difluoro-benzoic acid